5-ethyl-6-methyl-pyrazine C(C)C=1N=CC=NC1C